C1(=CC=CC=C1)NS(=O)(=O)C1=C(C=C(C=C1)NC(=O)C1=C(C=CC(=C1)C)S(=O)(=O)N)NC(=O)C1=C(C=CC(=C1)C)S(=O)(=O)N N'-(((4-(N-phenylaminosulfonyl)-1,3-phenylene)bis(azanediyl))bis(carbonyl))bis(4-methylbenzenesulfonamide)